N1=C(C=NC=C1)NC(=S)NC(OCC)=O ethyl [(pyrazin-2-ylamino)carbonothioyl]carbamate